tert-butyl 4-(2-bromo-4-fluorobenzoyl)-4-hydroxypiperidine-1-carboxylate BrC1=C(C(=O)C2(CCN(CC2)C(=O)OC(C)(C)C)O)C=CC(=C1)F